N-(6-chloropyridin-3-yl)-6-((1-(pyridin-3-yl)propan-2-yl)oxy)isoquinolin-1-amine ClC1=CC=C(C=N1)NC1=NC=CC2=CC(=CC=C12)OC(CC=1C=NC=CC1)C